6-(4-cyclopropylpiperazin-1-yl)-2-(2-methylimidazo[1,2-b]pyridazin-6-yl)quinazolin-4(3H)-one C1(CC1)N1CCN(CC1)C=1C=C2C(NC(=NC2=CC1)C=1C=CC=2N(N1)C=C(N2)C)=O